BrC=1C=C(C2=C(CCO2)C1)S(=O)(=O)N 5-bromo-2,3-dihydrobenzofuran-7-sulfonamide